(4-benzyl-4-hydroxypiperidine-1-yl)(2,4'-bipyridine-3-yl)methanone C(C1=CC=CC=C1)C1(CCN(CC1)C(=O)C=1C(=NC=CC1)C1=CC=NC=C1)O